N1(CCNCCCN(CCC1)CC=1C(=C(C(=O)NC(CO)O)C=C(C1)C)O)CC=1C(=C(C(=O)NC(CO)O)C=C(C1)C)O 3,3'-[1,4,8-triazacycloundecane-1,8-diylbis(methylene)]bis[N-(1,2-dihydroxyethyl)-2-hydroxy-5-methylbenzamide]